mono-2-ethyl-hexyl phosphate P(=O)(OCC(CCCC)CC)([O-])[O-]